ClC(=O)C1=CC=C(C=C1)B(O)O (4-(chlorocarbonyl)phenyl)boronic acid